ClC=1C(=NC(=NC1)N[C@H]1[C@@H]([C@H]2CO[C@@H](C1)O2)O)C=2C=C(C1=C(N(C(=N1)N1CC(CC1)(F)F)C(C)C)C2)F (1R,2S,3R,5R)-3-((5-chloro-4-(2-(3,3-difluoropyrrolidin-1-yl)-4-fluoro-1-isopropyl-1H-benzo[d]imidazol-6-yl)pyrimidin-2-yl)amino)-6,8-dioxabicyclo[3.2.1]octan-2-ol